(1H-indol-6-yl)(4-((4-(trifluoromethyl)pyridin-3-yl)oxy)piperidin-1-yl)methanone N1C=CC2=CC=C(C=C12)C(=O)N1CCC(CC1)OC=1C=NC=CC1C(F)(F)F